C1(=CC=C(C=C1)C/C=C/C=O)C (E)-4-(p-tolyl)but-2-enal